6-(6-bromo-3-{4-[2-(4,4-difluoropiperidin-1-yl)-6-methylpyridin-4-yl]-1H-1,2,3-triazol-1-yl}pyridin-2-yl)-6-azaspiro[2.5]octane BrC1=CC=C(C(=N1)N1CCC2(CC2)CC1)N1N=NC(=C1)C1=CC(=NC(=C1)C)N1CCC(CC1)(F)F